C(C)C=1N(C=C(N1)C(=O)OCC)C1=C(C=C(C=C1)C[C@H](C(F)(F)F)C)OC |o1:19| ethyl (R*)-2-ethyl-1-(2-methoxy-4-(3,3,3-trifluoro-2-methylpropyl)phenyl)-1H-imidazole-4-carboxylate